C1N(CC=2C=NC=CC21)CCOC2=CC=C(CCNC(OC(C)(C)C)=O)C=C2 tert-Butyl 4-(2-(1H-pyrrolo[3,4-c]pyridin-2(3H)-yl)ethoxy)phenethylcarbamate